tert-butyl (2-(3-methoxypiperidin-1-yl)ethyl)carbamate COC1CN(CCC1)CCNC(OC(C)(C)C)=O